2-(4-chloro-3-fluorophenoxy)-N-[(3S,6R)-6-[5-(3-cyclopropoxy-cyclobutyl)-1,3,4-oxadiazol-2-yl]piperidin-3-yl]acetamide ClC1=C(C=C(OCC(=O)N[C@@H]2CN[C@H](CC2)C=2OC(=NN2)C2CC(C2)OC2CC2)C=C1)F